CC1=NC(=CC(=C1)C#CC1=CC(=C(C(=C1)OC)OC)OC)C 2,6-dimethyl-4-((3,4,5-trimethoxyphenyl)ethynyl)pyridine